1-iododibenzofuran IC1=CC=CC=2OC3=C(C21)C=CC=C3